5-amino-1H-1,2,4-triazole-3-carboxylic acid amide NC1=NC(=NN1)C(=O)N